CC1=C(C(=CC(=C1)C)C)N1C(N(CC1)C1=C(C=C(C=C1C)C)C)=CC1=CC=C(C=C1)N=CC1=C(C=CC(=C1)[N+](=O)[O-])O [1,3-bis(2,4,6-trimethylphenyl)-2-imidazolidinylidene]-[2-[[(4-methylphenyl)imino]methyl]-4-nitrophenol]